P(=O)(O)(O)OCC1=C[C@H]([C@@](O1)(N1C=NC=2C(=O)NC(NC(C(C)C)=O)=NC12)C(C1=CC=CC=2C3=CC=CC=C3CC12)C1=CC=CC=2C3=CC=CC=C3CC12)O[Si](C)(C)C(C)(C)C.OC1=C2C(C=C(OC2=C(C(=C1OC)OC)OC)C1=CC(=C(C=C1)OC)OC)=O 5-hydroxy-6,7,8,3',4'-pentamethoxyflavone Difluorenylmethyl-2'-O-(tert-butyldimethylsilyl)-3'-deoxy-3',4'-didehydro-2-N-isobutyryl-guanosine-5'-phosphate